2-((5-(2-(6-amino-2,6-dimethylheptan-3-yl)-2,6-diazaspiro[3.4]octan-6-yl)-1,2,4-triazin-6-yl)oxy)-N-ethyl-5-fluoro-N-isopropylbenzamide NC(CCC(C(C)C)N1CC2(C1)CN(CC2)C=2N=CN=NC2OC2=C(C(=O)N(C(C)C)CC)C=C(C=C2)F)(C)C